2,4-dichloro-5-[1-[2,4-dimethyl-5-(1,1,2-trifluoropropoxy)pyrazol-3-yl]pyrazol-4-yl]-N-(1-cyanocyclopropyl)benzamide ClC1=C(C(=O)NC2(CC2)C#N)C=C(C(=C1)Cl)C=1C=NN(C1)C=1N(N=C(C1C)OC(C(C)F)(F)F)C